3-(2-acetamido-ethyl)-1H-indol-7-yl propionate C(CC)(=O)OC=1C=CC=C2C(=CNC12)CCNC(C)=O